C(\C=C\C1=CC=C(C=C1)O)(=O)O 4-coumaric acid